3,3,3-Trifluoro-N-(2-fluoro-4-(8-isopropyl-2-((2-(2-methoxyethyl)-2-azaspiro[3.5]nonan-7-yl)amino)-7-oxo-7,8-dihydropyrido[2,3-d]pyrimidin-6-yl)phenyl)propane-1-sulfonamide FC(CCS(=O)(=O)NC1=C(C=C(C=C1)C1=CC2=C(N=C(N=C2)NC2CCC3(CN(C3)CCOC)CC2)N(C1=O)C(C)C)F)(F)F